1-((tert-butoxycarbonyl)amino)cyclopropan-1-formic acid C(C)(C)(C)OC(=O)NC1(CC1)C(=O)O